C(C)OC(=O)C1=C(SC(=C1)Br)Br 2,5-dibromothiophene-3-carboxylic acid ethyl ester